Bis(2-hydroxy-3-(methacryloyloxy) propyl) succinate C(CCC(=O)OCC(COC(C(=C)C)=O)O)(=O)OCC(COC(C(=C)C)=O)O